ClCC=1C=CC=C2C=CN=C(C12)OC 8-(chloromethyl)-1-methoxyisoquinoline